C(C)(C)(C)NC1=CC=C(C=C1)NC(C)(C)C N,N'-di-t-butyl-p-phenylenediamine